C(C1=CC(O)=C(O)C(O)=C1)(=O)O.C1(O)=C(O)C(O)=CC=C1 pyrogallol, gallate salt